C(C1=CC=CC=C1)N1CC(C(CC1)=O)C(=O)OC methanol 1-benzyl-4-oxo-3-piperidinecarboxylate